6-(8-(5-(3,5-difluorophenyl)-4,5-dihydro-1H-pyrazole-1-carbonyl)-3-azabicyclo[3.2.1]oct-3-yl)pyrimidine-4-carbonitrile FC=1C=C(C=C(C1)F)C1CC=NN1C(=O)C1C2CN(CC1CC2)C2=CC(=NC=N2)C#N